P(=O)(OOCCCCCCCCCCCCCCCCOCC(C)C)([O-])[O-] isobutoxyhexadecyloxy phosphate